COC(C=CCCCCCCCCC)=O dodecenoic acid methyl ester